dl-2,4,6-trimethylphenyl-sulfonium trifluoromethanesulfonate FC(S(=O)(=O)[O-])(F)F.CC1=C(C(=CC(=C1)C)C)[SH2+]